((R)-11,11-difluoro-8-(hydroxymethyl)-3-methyl-1,3,4,7,8,9,10,11-octahydro-2H-pyrido[4',3':3,4]pyrazolo[1,5-a]azepin-2-yl)methanone FC1(C=2N(CC(CC1)CO)N=C1C2CN([C@@H](C1)C)C=O)F